(4aS*,7aR*)-4-benzyl 6-tert-butyl hexahydropyrrolo[3,4-b][1,4]oxazine-4,6-dicarboxylate O1[C@H]2[C@@H](N(CC1)C(=O)OCC1=CC=CC=C1)CN(C2)C(=O)OC(C)(C)C |o1:1,2|